(E)-4-(2-(5-bromopyridin-2-yl)vinyl)piperidine-1-carboxylic acid tert-butyl ester C(C)(C)(C)OC(=O)N1CCC(CC1)\C=C\C1=NC=C(C=C1)Br